N-methyl-2-(methylsulfanyl)-5-[2-(triisopropylsilyl)ethynyl]pyrido[2,3-d]pyrimidin-7-amine CNC=1C=C(C2=C(N=C(N=C2)SC)N1)C#C[Si](C(C)C)(C(C)C)C(C)C